(3R,5R,8R,9S,10S,13S,14S,17R)-17-((2R,3S)-3-hydroxy-4-methoxybutan-2-yl)-10,13-dimethyl-3-(trifluoromethyl)hexadecahydro-1H-cyclopenta[a]phenanthren-3-ol O[C@@H]([C@H](C)[C@H]1CC[C@H]2[C@@H]3CC[C@@H]4C[C@@](CC[C@@]4([C@H]3CC[C@]12C)C)(O)C(F)(F)F)COC